2-methylimidazolate CC=1[N-]C=CN1